C(CCCCCCCC)OC(CCCCCCC)=O octanoic acid-nonyl ester